FC(OC1=CC(=NN1)NC1=CN=C2C(=N1)N(N=C2)[C@@H]2C[C@H](CC2)O)F (1S,3S)-3-(6-((5-(difluoromethoxy)-1H-pyrazol-3-yl)amino)-1H-pyrazolo[3,4-b]pyrazin-1-yl)cyclopentan-1-ol